tetradeutero-methanol [2H]OC([2H])([2H])[2H]